4-(N-tetrahydropyrrolyl)phenylboronic acid N1(CCCC1)C1=CC=C(C=C1)B(O)O